(S)-4-amino-N-(6-iodo-2,3-dihydrobenzofuran-3-yl)-N,1-dimethylimidazo[1,5-a]pyrido[3,4-e]pyrazine-8-carboxamide NC=1C=2N(C3=C(N1)C=NC(=C3)C(=O)N(C)[C@@H]3COC1=C3C=CC(=C1)I)C(=NC2)C